3-(2,6-dichlorobenzyl)thio-5-phenyl-4H-1,2,4-triazole ClC1=C(CSC2=NN=C(N2)C2=CC=CC=C2)C(=CC=C1)Cl